(R)-(4-(4-fluoropyrazolo[1,5-a]pyridin-2-yl)-6,7-dihydro-1H-imidazo[4,5-c]pyridin-5(4H)-yl)(5-(2-methylpyridin-3-yl)-1,3,4-oxadiazol-2-yl)methanone FC=1C=2N(C=CC1)N=C(C2)[C@@H]2N(CCC1=C2N=CN1)C(=O)C=1OC(=NN1)C=1C(=NC=CC1)C